CC1(CCCC1)C=1C(NN=CC1)=O 4-(1-methylcyclopentyl)pyridazin-3(2H)-one